C(=C)C1=CN=C2N1C=C(C=C2)C=2C=NN1C2C(N(C[C@@H]1C)C1=CC=C(C=C1)C(F)(F)F)=O (7S)-3-(3-vinylimidazo[1,2-a]pyridin-6-yl)-7-methyl-5-[4-(trifluoromethyl)phenyl]-6,7-dihydropyrazolo[1,5-a]pyrazin-4(5H)-one